europium germanium [Ge].[Eu]